Methyl 2-[1-(2-ethylsulfinyl-6-methyl-4-oxo-chromen-8-yl)ethylamino]-6-fluoro-benzoate C(C)S(=O)C=1OC2=C(C=C(C=C2C(C1)=O)C)C(C)NC1=C(C(=O)OC)C(=CC=C1)F